methyl 3,5-bis(benzyloxy)-6-(3-hydroxyprop-1-yn-1-yl)pyridine-2-carboxylate C(C1=CC=CC=C1)OC=1C(=NC(=C(C1)OCC1=CC=CC=C1)C#CCO)C(=O)OC